12-hydroxy-cis-9,15-octadecadienoic acid OC(C\C=C/CCCCCCCC(=O)O)CCC=CCC